(S)-(+)-2-fluoro-alpha-methyl-4-biphenylacetic acid C[C@@H](C1=CC(=C(C=C1)C2=CC=CC=C2)F)C(=O)O